4-(2-(Cyclopropanesulfonamido)pyrimidin-4-yl)-N-(5-(6-ethoxypyrazin-2-yl)pyridin-2-yl)-1-((1-methyl-1H-pyrazol-3-yl)sulfonyl)piperidine-4-carboxamide C1(CC1)S(=O)(=O)NC1=NC=CC(=N1)C1(CCN(CC1)S(=O)(=O)C1=NN(C=C1)C)C(=O)NC1=NC=C(C=C1)C1=NC(=CN=C1)OCC